4-(4-(methylamino)benzyl)phthalazin-1(2H)-one hydrochloride Cl.CNC1=CC=C(CC2=NNC(C3=CC=CC=C23)=O)C=C1